tert-butyl (R)-5-(((R)-tert-butylsulfinyl)amino)-2-methyl-5,7-dihydrospiro[cyclopenta[b]pyridine-6,4'-piperidine]-1'-carboxylate C(C)(C)(C)[S@@](=O)N[C@H]1C=2C(=NC(=CC2)C)CC12CCN(CC2)C(=O)OC(C)(C)C